(4-((4-(isobutylamino)-5-(trifluoromethyl)-7H-pyrrolo[2,3-d]pyrimidin-2-yl)amino)-3-methoxyphenyl)dimethyl-phosphine oxide C(C(C)C)NC=1C2=C(N=C(N1)NC1=C(C=C(C=C1)P(C)(C)=O)OC)NC=C2C(F)(F)F